1-(2-(4-cyclopropyl-6-methoxypyrimidin-5-yl)-4-((4-(1-methyl-4-(trifluoromethyl)-1H-imidazol-2-yl)benzyl)amino)-7,8-dihydropyrido[4,3-d]pyrimidin-6(5H)-yl)ethan-1-one C1(CC1)C1=NC=NC(=C1C=1N=C(C2=C(N1)CCN(C2)C(C)=O)NCC2=CC=C(C=C2)C=2N(C=C(N2)C(F)(F)F)C)OC